COC1=NC(=NC=C1C1=NC(=C(C=C1)OC1=CC(=NC=C1)C=1C=NN(C1)C)C)N(CCCO)C 3-((4-methoxy-5-(6-methyl-5-((2-(1-methyl-1H-pyrazol-4-yl)pyridin-4-yl)oxy)pyridin-2-yl)pyrimidin-2-yl)(methyl)amino)propan-1-ol